4-(cyclohexylamino)-N-methyl-3-(3-methyl-1,2,4-oxadiazol-5-yl)benzenesulfonamide C1(CCCCC1)NC1=C(C=C(C=C1)S(=O)(=O)NC)C1=NC(=NO1)C